ClC1=NC=CC(=C1C#N)N1CCN(CCC1)C=1OC=C(N1)C(=O)N(C)C 2-(4-(2-chloro-3-cyanopyridin-4-yl)-1,4-diazepan-1-yl)-N,N-dimethyloxazole-4-carboxamide